1-methyl-4-propan-2-ylcyclohexa-1,3-diene CC1=CC=C(CC1)C(C)C